3-(4-(4-(1,3-dioxolan-2-yl)piperidin-1-yl)phenyl)-2,6-bis(benzyloxy)pyridine O1C(OCC1)C1CCN(CC1)C1=CC=C(C=C1)C=1C(=NC(=CC1)OCC1=CC=CC=C1)OCC1=CC=CC=C1